C(CCCCCCCCCCC)[N+](CC1=CC=CC=C1)(C)C N-dodecyl-N,N-dimethyl-benzenemethanaminium